7'-chloro-1'-methyl-5'-(piperidin-2-yl)spiro[cyclopropane-1,3'-indolin]-2'-one ClC=1C=C(C=C2C3(C(N(C12)C)=O)CC3)C3NCCCC3